FC1=CC=C(C=C1)C1=CC=C(C(=N1)C=1N=NN(C1)C)CNC(C=C)=O N-((6-(4-fluorophenyl)-2-(1-methyl-1H-1,2,3-triazol-4-yl)pyridin-3-yl)methyl)acrylamide